3-[2-[[tert-Butyl(dimethyl)silyl]oxymethyl]-6-methyl-4-pyridyl]-2-(3-cyanophenyl)pyrazolo[1,5-a]pyrimidine-5-carboxylic acid [Si](C)(C)(C(C)(C)C)OCC1=NC(=CC(=C1)C=1C(=NN2C1N=C(C=C2)C(=O)O)C2=CC(=CC=C2)C#N)C